4,6-dichloro-2-[(4-methoxyphenyl)methyl]-2H-pyrazolo[4,3-c]pyridine-7-carboxamide ClC1=NC(=C(C=2C1=CN(N2)CC2=CC=C(C=C2)OC)C(=O)N)Cl